2-methoxy-5-[[2-oxo-2-[Rac-(2R,5S)-5-methyl-2-[2-[Rac-(3R)-1-methylpyrrolidin-3-Yl]-1,3-Benzothiazol-5-Yl]-1-piperidyl]Acetyl]amino]pyridine-3-carboxamide COC1=NC=C(C=C1C(=O)N)NC(C(N1[C@H](CC[C@@H](C1)C)C=1C=CC2=C(N=C(S2)[C@H]2CN(CC2)C)C1)=O)=O |r|